Cl.ClC1=C(C(=C(C=C1OC)OC)Cl)N1C(N(C2=NC(=NC=C2C1)NC)C1CC2(CNC2)C1)=O 3-(2,6-dichloro-3,5-dimethoxyphenyl)-7-(methylamino)-1-(2-azaspiro[3.3]heptan-6-yl)-3,4-dihydropyrimido[4,5-d]pyrimidin-2(1H)-one hydrochloride